C(C1=CC=CC=C1)N1N=C(N=C1)C(=O)NC1C(N(C=2N(CC1)N=C(C2)C(=C)C)C)=O 1-benzyl-N-(2-isopropenyl-4-methyl-5-oxo-7,8-dihydro-6H-pyrazolo[1,5-a][1,3]diazepin-6-yl)-1,2,4-triazole-3-carboxamide